O=C1OC2=CC=CC=C2C=C1C(=O)OCCCCSC1=CC(=NC2=CC=CC=C12)C1=C(C=CC=C1)OC 4-((2-(2-methoxyphenyl)quinolin-4-yl)thio)butyl 2-oxo-2H-chromene-3-carboxylate